(R)-(6-cyclopropyl-imidazo[1,5-a]pyrazin-5-yl)-[1-(1-methyl-2,3-dihydro-1H-indol-5-yl)-1H-[1,2,3]triazol-4-yl]-methanol C1(CC1)C=1N=CC=2N(C1[C@@H](O)C=1N=NN(C1)C=1C=C3CCN(C3=CC1)C)C=NC2